[In].[Ni].[Cu] Copper Nickel Indium